ClC1=C(C(=O)NC2=C3C=NN(C3=CC=C2)C=2N=NC(=CC2)C)C=C(C=C1)CNC(C(CO)(C)C)=O 2-chloro-5-{[(3-hydroxy-2,2-dimethylpropanoyl)amino]methyl}-N-[1-(6-methylpyridazin-3-yl)-1H-indazole-4-yl]benzamide